8'-(6-[3-(Dimethylamino)azetidin-1-yl]-5-[(dimethylsulfamoyl)amino]pyridin-3-yl)-3'-methyl-2',3'-dihydrospiro[cyclobutane-1,1'-pyrrolo[2,3-c]quinoline]-2'-one CN(C1CN(C1)C1=C(C=C(C=N1)C1=CC=2C3=C(C=NC2C=C1)N(C(C31CCC1)=O)C)NS(N(C)C)(=O)=O)C